ClC=1C2=CC=CC=C2C=2C=C(C=CC2C1)C1=CC=CC2=CC=CC=C12 9-chloro-3-(naphthalen-1-yl)phenanthrene